ClC1=C(C=CC=C1)S(=O)(=O)NC1=NC(=C(N=C1)C=1C=C2C=NC(=NC2=C(C1)CC)F)OC 2-chloro-N-(5-(8-ethyl-2-fluoroquinazolin-6-yl)-6-methoxypyrazin-2-yl)benzenesulfonamide